FC(C(=O)N1CC2=CC(=C(C=C2CC1)O)[N+](=O)[O-])(F)F 2,2,2-trifluoro-1-(6-hydroxy-7-nitro-3,4-dihydroisoquinolin-2(1H)-yl)ethan-1-one